4,4'''-diaminoquaterphenyl NC1=CC=C(C=C1)C=1C(=CC=CC1)C=1C(=CC=CC1)C1=CC=C(C=C1)N